ClC=1C(=C(C=CC1)CNC(CN(C(CN1N=C(C2=CC=CC=C12)C(=O)N)=O)[C@H]1COCC1)=O)F (R)-1-(2-((2-((3-chloro-2-fluorophenylmethyl)amino)-2-oxoethyl)(tetrahydrofuran-3-yl)amino)-2-oxoethyl)-1H-indazole-3-carboxamide